O=C1N(CCC1)C1=CC=C(C=C1)NC(=O)N 1-[4-(2-oxopyrrolidin-1-yl)phenyl]urea